N1(CCC1)CCS(=O)(=O)N(C1=CC=CC=C1)CC1=CC=C(C=C1)C=1OC(=NN1)C(F)F 2-(azetidin-1-yl)-N-(4-(5-(difluoromethyl)-1,3,4-oxadiazol-2-yl)benzyl)-N-phenylethanesulfonamide